N-[2-[3-Chloro-5-(trifluoromethyl)pyridin-2-yl]ethyl]-2-[1-[(4-methylphenyl)methyl]-5-oxopyrrolidin-2-yl]acetamide ClC=1C(=NC=C(C1)C(F)(F)F)CCNC(CC1N(C(CC1)=O)CC1=CC=C(C=C1)C)=O